(S)-8-(2-benzyl-3-chloro-7-oxo-2,4,5,7-tetrahydro-6H-pyrazolo[3,4-c]pyridin-6-yl)-3,10-dimethyl-3,7,8,10-tetrahydro-9H-imidazo[4',5':3,4]benzo[1,2-b][1,4]oxazepin-9-one C(C1=CC=CC=C1)N1N=C2C(N(CCC2=C1Cl)[C@@H]1C(N(C=2C(OC1)=CC=C1C2N=CN1C)C)=O)=O